FC1=CC2=C(CN(CCS2)C2=CC(=C(C(=C2)C)NC(CC(C)(C)C)=O)C)C=C1 N-(4-(8-fluoro-2,3-dihydrobenzo[f][1,4]thiazepin-4(5H)-yl)-2,6-dimethylphenyl)-3,3-dimethylbutyramide